IC1=CC=NC=C1C(=O)N 4-iodonicotinamide